C(C)OC(C[C@H](NC(=O)NC=1C(N(C=C(C1O)C)C)=O)C=1C=C(C=CC1)C1=CC(=C(C=C1)C)C)=O (S)-3-(3',4'-dimethylbiphenyl-3-yl)-3-(3-(4-hydroxy-1,5-dimethyl-2-oxo-1,2-dihydropyridin-3-yl)ureido)propanoic acid ethyl ester